NCCC=1C2=C(SC1C=1N(C3=CC=CC=C3C1)CC1CC1)C=C(C=C2OC)C(=O)N2C[C@@H](CCC2)N (R)-(3-(2-aminoethyl)-2-(1-(cyclopropylmethyl)-1H-indol-2-yl)-4-methoxybenzo[b]thiophen-6-yl)(3-aminopiperidin-1-yl)methanone